10-methoxy-5H-dibenzo[b,f]azepine COC1=CC2=C(NC3=C1C=CC=C3)C=CC=C2